Benzyl 4-hydroxy-6-oxo-8-(1-(tetrahydro-2H-pyran-2-yl)-1H-pyrazol-4-yl)-3,4,5,6-tetrahydrothieno[2,3-c][1,6]naphthyridine-2(1H)-carboxylate OC1CN(CC=2C3=C(C(NC12)=O)SC(=C3)C=3C=NN(C3)C3OCCCC3)C(=O)OCC3=CC=CC=C3